C(N)(=O)OCC=1NC(=CN1)[N+](=O)[O-] (E)-2-(carbamoyloxymethyl)-5-nitroimidazole